C(C1=CC=CC=C1)OC=1C(=C(O/C=C/C(=O)OC)C=CC1)C=O methyl (2E)-3-[3-(benzyloxy)-2-formylphenoxy]prop-2-enoate